Cl.Cl.NCCN1CCC(CC1)C1=CC=C(NC2C(NC(CC2)=O)=O)C=C1 3-[4-[1-(2-aminoethyl)-4-piperidyl]anilino]piperidine-2,6-dione dihydrochloride